NC(CC[C@@H](C1=CC(=CC=C1)NC)NC(=O)N1CC2=CC=CC(=C2CC1)C1=CC=C(C=C1)C(F)(F)F)=O (S)-N-(4-amino-1-(3-(methylamino)phenyl)-4-oxobutyl)-5-(4-(trifluoromethyl)phenyl)-3,4-dihydroisoquinoline-2(1H)-carboxamide